4-(6-fluoro-2-methoxy-1H-benzo[d]-imidazol-4-yl)morpholine FC=1C=C(C2=C(NC(=N2)OC)C1)N1CCOCC1